2-(3,5-dibromo-4-((4-oxyl-3,4-dihydrophthalazin-1-yl)oxyl)phenyl)-3,5-dioxo-2,3,4,5-tetrahydro-1,2,4-triazine BrC=1C=C(C=C(C1OC1=NNC(C2=CC=CC=C12)O)Br)N1N=CC(NC1=O)=O